N1(N=CC=C1)CC1=CC=CC2=C1CCO2 4-((1H-pyrazol-1-yl)methyl)-2,3-dihydrobenzofuran